NC\C=C(\CN1C=NC2=C1C=C(C=C2C=2C=C(C=CC2)S(=O)(=O)NC)C(F)(F)F)/F (Z)-3-(1-(4-amino-2-fluorobut-2-en-1-yl)-6-(trifluoromethyl)-1H-benzo[d]imidazol-4-yl)-N-methylbenzenesulfonamide